2,4-dimethyl-7-morpholino-quinazolin-5-ol CC1=NC=2C=C(C=C(C2C(=N1)C)O)N1CCOCC1